4-[2-hydroxy-3-methoxy-2-(methoxycarbonyl)-5-oxo-2,5-dihydro-1H-pyrrol-1-yl]Butyric acid OC1(N(C(C=C1OC)=O)CCCC(=O)O)C(=O)OC